methyl 2-(4-bromo-3-fluorophenyl)-2-(2,5-dioxopyrrolidin-1-yl)acetate BrC1=C(C=C(C=C1)C(C(=O)OC)N1C(CCC1=O)=O)F